(R)-3-(6,6a,7,8,9,10-hexahydro-5H-pyrazino[1,2-a][1,8]naphthyridin-4-yl)propanenitrile N1=CC=C(C=2CC[C@H]3N(C12)CCNC3)CCC#N